N'-[2-fluoro-5-(trifluoromethyl)phenyl]-urea FC1=C(C=C(C=C1)C(F)(F)F)NC(N)=O